C(C)N1C=NC=C1CN1C=NC2=C1C=C(C=C2)C(=O)O 1-[(1-ethyl-1H-imidazol-5-yl)methyl]-1H-1,3-benzodiazole-6-carboxylic acid